C1(CC1)C1=NNC(=N1)C1CC2(CN(C2)C(=O)N2CC3(C2)CC(C3)C(C3=NC=C(N=C3)C(F)(F)F)(F)F)C1 [6-(3-cyclopropyl-1H-1,2,4-triazol-5-yl)-2-azaspiro[3.3]heptan-2-yl]-[6-[difluoro-[5-(trifluoromethyl)pyrazin-2-yl]methyl]-2-azaspiro[3.3]heptan-2-yl]methanone